((2-(2-fluorophenyl)-3-methyl-1H-indol-5-yl)methyl)isonicotinamide FC1=C(C=CC=C1)C=1NC2=CC=C(C=C2C1C)CC1=C(C(=O)N)C=CN=C1